BrC=1C=C2C(CC(OC2=CC1)(CC)CC)=O 6-bromo-2,2-diethyl-chroman-4-one